lithium trisodium citrate C(CC(O)(C(=O)[O-])CC(=O)[O-])(=O)[O-].[Na+].[Na+].[Na+].[Li+]